N,N'-Bis(phenanthren-9-yl)-N,N'-bis(phenyl)-benzidine C1=CC=C(C=C1)N(C2=CC=C(C=C2)C3=CC=C(C=C3)N(C4=CC=CC=C4)C5=CC6=CC=CC=C6C7=CC=CC=C75)C8=CC9=CC=CC=C9C1=CC=CC=C18